CC1=CC=C(C=C1)C(CN)CCC1=CC=CC=C1 2-(4-methylphenyl)-4-phenylbutylamine